(S)-3-(3-fluoro-4-(6-(2-propyl-2H-tetrazol-5-yl)pyridin-3-yl)phenyl)-5-(hydroxyfluoromethyl)oxazolidin-2-one FC=1C=C(C=CC1C=1C=NC(=CC1)C=1N=NN(N1)CCC)N1C(O[C@@H](C1)C(F)O)=O